CC(CC(C(C(C(=O)[O-])(CC(CC(C)C)(C)C)CC(CC(C)C)(C)C)(O)C(=O)[O-])C(=O)[O-])(CC(C)C)C Tri(2,2,4-trimethyl-1-pentyl)citrat